C=1(C(=CC=C2C=CC=CC12)[O-])C1=CC=CC2=CC=CC=C12 binaphtholate